FC1=C(C=CC(=C1)F)S1C[C@H](CN2C(N=C(C3=CC(=CC1=C23)C(F)(F)F)N2CCN(CC2)C(C(=C)F)=O)=O)OC (3S)-l-1-(2,4-Difluorophenyl)-8-(4-(2-fluoroacryloyl)piperazin-1-yl)-3-methoxy-10-(trifluoromethyl)-3,4-dihydro-2H,6H-[1,4]thiazepino[2,3,4-ij]quinazolin-6-one